O=C1NC(CCC1N1C(C2=CC=CC(=C2C1)CCCOCCC(=O)O)=O)=O 3-(3-(2-(2,6-dioxopiperidin-3-yl)-1-oxoisoindolin-4-yl)propoxy)propionic acid